methyl (2S)-2-[(4-methoxyphenyl)amino]-3,3-dimethyl-4-oxobutanoate COC1=CC=C(C=C1)N[C@H](C(=O)OC)C(C=O)(C)C